BrC1=CC=C(C=C1)CN[C@@H](COC1=NC(=NC(=C1)C1=C(C=CC=C1C)C)NS(=O)(=O)C=1C=C(C(=O)O)C=CC1)CC(C)(C)C 3-[[4-[(2R)-2-[(4-bromophenyl)methylamino]-4,4-dimethyl-pentoxy]-6-(2,6-dimethylphenyl)pyrimidin-2-yl]sulfamoyl]benzoic acid